benzyl-3-Chloro-4-hydroxyphenylmethyl-sulfonium C(C1=CC=CC=C1)[SH+]CC1=CC(=C(C=C1)O)Cl